C(C)(C)(C)OC(=O)NCCNC=1NCC(CN1)C1=CC=C(OC[C@](C(=O)OC(C)(C)C)(C)ONC(=O)OC(C)(C)C)C=C1 tert-butyl (2S)-3-(4-(2-((2-((tert-butoxycarbonyl) amino) ethyl) amino)-1,4,5,6-tetrahydropyrimidin-5-yl) phenoxy)-2-(((tert-butoxycarbonyl) amino) oxy)-2-methylpropionate